rac-(1s,2r,3s,5r)-2-fluoro-3-hydroxy-9-azabicyclo[3.3.1]nonane-9-carboxylic acid tert-butyl ester C(C)(C)(C)OC(=O)N1[C@@H]2[C@H]([C@H](C[C@H]1CCC2)O)F |r|